[Mn].[Sn].[Ni].[Cu] Copper-nickel-tin-manganese